2-[3-(ethanesulfonyl)pyridin-2-yl]-5-(trifluoromethanesulfonyl)benzoxazole C(C)S(=O)(=O)C=1C(=NC=CC1)C=1OC2=C(N1)C=C(C=C2)S(=O)(=O)C(F)(F)F